nervonylcoa C(CCCCCCCCCCCCC\C=C/CCCCCCCC)(=O)SCCNC(CCNC([C@@H](C(COP(OP(OC[C@@H]1[C@H]([C@H]([C@@H](O1)N1C=NC=2C(N)=NC=NC12)O)OP(=O)(O)O)(=O)O)(=O)O)(C)C)O)=O)=O